5-Chloro-7-({[(2-fluorophenyl)methyl]amino}methyl)quinolin-8-ol hydrochloride Cl.ClC1=C2C=CC=NC2=C(C(=C1)CNCC1=C(C=CC=C1)F)O